6-chloro-4-[4-[(R)-(5-chloro-2-pyridyl)-cyclopropyl-methyl]-4-hydroxy-1-piperidyl]-1-methyl-2-oxo-1,5-naphthyridine-3-carbonitrile ClC=1N=C2C(=C(C(N(C2=CC1)C)=O)C#N)N1CCC(CC1)(O)[C@H](C1CC1)C1=NC=C(C=C1)Cl